Ethyl (E)-8-[1-bromo-3-[(1R,3R)-3-(tert-butoxycarbonylamino)cyclohexyl]-8-[(2,4-dimethoxyphenyl)methylamino]imidazo[1,5-a]pyrazin-5-yl]oct-7-enoate BrC=1N=C(N2C1C(=NC=C2/C=C/CCCCCC(=O)OCC)NCC2=C(C=C(C=C2)OC)OC)[C@H]2C[C@@H](CCC2)NC(=O)OC(C)(C)C